2-fluoro-6-[(4-hydroxybenzyl)amino]-9-(oxepan-2-yl)-9H-purine FC1=NC(=C2N=CN(C2=N1)C1OCCCCC1)NCC1=CC=C(C=C1)O